acetic acid 2-(4-(((6-(isoindolin-2-ylmethyl)-4-oxo-4H-pyran-3-yl) oxy) methyl) piperidin-1-yl)-2-oxoethyl ester C1N(CC2=CC=CC=C12)CC1=CC(C(=CO1)OCC1CCN(CC1)C(COC(C)=O)=O)=O